rac-(7S)-7-tert-butyl-N-[rac-(1R)-3-(dimethylamino)-1-[3-[(1-methylpyrrolidin-3-yl)methylcarbamoyl]phenyl]propyl]-5,6,7,8-tetrahydrothiazolo[5,4-b]quinoline-2-carboxamide C(C)(C)(C)[C@@H]1CC=2C=C3C(=NC2CC1)SC(=N3)C(=O)N[C@H](CCN(C)C)C3=CC(=CC=C3)C(NCC3CN(CC3)C)=O |r|